propionylhydroxyleucine C(CC)(=O)N([C@@H](CC(C)C)C(=O)O)O